C(C)(C)(C)OC([C@H](CCN1OC(NC1=O)=O)NC(=O)OC(C)(C)C)=O (S)-2-((tert-butoxycarbonyl)amino)-4-(3,5-dioxo-1,2,4-oxadiazolidine-2-yl)butyric acid tert-butyl ester